Benzyl (7-amino-5-((2S,4S)-1-((R)-3-cyclohexyl-2-(2-methoxybenzamido)propanoyl)-4-(5-(2-hydroxypropan-2-yl)-1H-1,2,3-triazol-1-yl)pyrrolidin-2-carboxamido)-6,7-dioxoheptyl)carbamat NC(C(C(CCCCNC(OCC1=CC=CC=C1)=O)NC(=O)[C@H]1N(C[C@H](C1)N1N=NC=C1C(C)(C)O)C([C@@H](CC1CCCCC1)NC(C1=C(C=CC=C1)OC)=O)=O)=O)=O